C1(CC1)C1=NN(C(=C1C)C(F)(F)F)CC=O 2-[3-cyclopropyl-4-methyl-5-(trifluoromethyl)pyrazol-1-yl]ethanone